FC1=CC(=C(C=C1[N+](=O)[O-])NC1=NC=CC(=N1)C=1N(N=C2C=CC=CC12)C)OC N-(4-fluoro-2-methoxy-5-nitrophenyl)-4-(2-methyl-2H-indazol-3-yl)pyrimidin-2-amine